FC(C(=O)O)(F)F.NC1=CC(=NC=N1)OC1=C(C=C(C=C1)N1C(N(CC1=O)C1=CC(=CC=C1)C(F)(F)F)=O)C(C)C 3-{4-[(6-amino-4-pyrimidinyl)oxy]-3-isopropylphenyl}-1-[3-(trifluoromethyl)phenyl]-2,4-imidazolidinedione trifluoroacetate